NC1=CC(=C(C=C1[N+](=O)[O-])CC(C(=O)N)(N1CCOCC1)C)OCCOC (4-amino-2-(2-methoxyethoxy)-5-nitrophenyl)-methyl-2-morpholinoPropionamide